COC=1C=2N(C=CC1C(C(F)(F)F)C)N=CC2C(=O)O 4-Methoxy-5-(1,1,1-trifluoropropan-2-yl)pyrazolo[1,5-a]pyridine-3-carboxylic acid